normal-butyl-lithium C(CCC)[Li]